ClC=1C(=NC=CC1)C(CNC1CCCC1)(C)C (2-(3-chloropyridin-2-yl)-2-methylpropyl)cyclopentylamine